C(=O)(OCC1C2=CC=CC=C2C2=CC=CC=C12)N[C@@H](CC1=CC(=CC(=C1)F)F)C(=O)O Fmoc-3,5-difluoro-L-phenylalanine